OC1=C(C=C(C=C1C(C)(C)C)C(C)(C)C)N1N=C2C(=N1)C=CC=C2 2-(2'-hydroxy-3',5'-di-tert-butyl-phenyl)benzotriazole